COC1=C(C=C(C=C1)C1=NN(C=C1)CC(CN1CCOCC1)O)OCC1=CC=C(C=C1)OC 1-(3-{4-methoxy-3-[(4-methoxyphenyl)methoxy]phenyl}pyrazol-1-yl)-3-(morpholin-4-yl)propan-2-ol